C(C)OOP(=O)(OOCC)CC=1C=C(C(=CC1)C1=CC=C(C=C1)CP(=O)(OOCC)OOCC)C(C(=O)N)=O 4,4'-bis(diethoxyphosphonomethyl)biphenylGlyoxylAmide